CN(CCC1OCOC1)C 4-(2-dimethylaminoethyl)-[1,3]-dioxolane